N(C1=CC=CC=C1)C=1C(=C(C=CC1)[C@]1(NC(N(C(C1)=O)CC1CCOCC1)=NC(OC(C)(C)C)=O)C)Cl tert-Butyl N-[(4S)-4-(3-anilino-2-chlorophenyl)-4-methyl-6-oxo-1-(tetrahydropyran-4-ylmethyl)-hexahydropyrimidin-2-ylidene]-carbamate